[N+](=O)([O-])C1=CC(=NC(=C1)C(=O)O)C(=O)O 4-nitro-pyridine-2,6-dicarboxylic acid